ClC1=C2C(=NC=C1)SC(=C2)C=2C(NCC2)C 4-chloro-2-(2-methyl-2,5-dihydro-1H-pyrrol-3-yl)thieno[2,3-b]pyridine